C(C)(C)C1=C(C=CC=C1)[C@H]1NCCCC1 (2S)-2-(2-isopropylphenyl)piperidine